pentaerythritol tetrakisIsostearate C(CCCCCCCCCCCCCCC(C)C)(=O)OCC(COC(CCCCCCCCCCCCCCC(C)C)=O)(COC(CCCCCCCCCCCCCCC(C)C)=O)COC(CCCCCCCCCCCCCCC(C)C)=O